O-ethyl O-(4-nitrophenyl) phenylphosphorothioate C1(=CC=CC=C1)S=P(OCC)(OC1=CC=C(C=C1)[N+](=O)[O-])[O-]